CN(C)CCCC1OCCO1 dimethylaminopropyl-dioxolane